(R)-2-(3-(3-chloro-4-fluorophenyl)-1-(1-(1-oxo-1,2-dihydroisoquinolin-4-yl)ethyl)ureido)ethane-1-sulfonamide ClC=1C=C(C=CC1F)NC(N([C@H](C)C1=CNC(C2=CC=CC=C12)=O)CCS(=O)(=O)N)=O